C(=O)O.ClC=1C=C(C=CC1C(=O)N1CCN(CC1)C(CC1CNCC1)=O)NC(=O)C=1N(C(=CN1)C1=C(C(=C(C=C1)OC)F)F)C N-[3-chloro-4-[4-(2-pyrrolidin-3-ylacetyl)piperazine-1-carbonyl]phenyl]-5-(2,3-difluoro-4-methoxy-phenyl)-1-methyl-imidazole-2-carboxamide formate